6-(benzylthio)-8-chloro-[1,2,4]triazolo[4,3-a]pyridin C(C1=CC=CC=C1)SC=1C=C(C=2N(C1)C=NN2)Cl